ClC=1C=C(OC2=C3C(C(C3=CC=C2)=O)(F)F)C=C(C1)F 2-(3-chloro-5-fluorophenoxy)-8,8-difluorobicyclo[4.2.0]octa-1,3,5-trien-7-one